2,6-dibromo-3-((2-methyloxiran-2-yl)methoxy)pyridine BrC1=NC(=CC=C1OCC1(OC1)C)Br